N-(2,6-dimethylpyrimidin-4-yl)-5-[2-methyl-5-[(3-methyloxetan-3-yl)methoxy]-4-pyridyl]pyrazolo[1,5-a]pyridin-2-amine CC1=NC(=CC(=N1)NC1=NN2C(C=C(C=C2)C2=CC(=NC=C2OCC2(COC2)C)C)=C1)C